BrC1=C(OC=2C1=NC(=CC2N(C(OC(C)(C)C)=O)CC=2SC=CC2)Cl)I tert-butyl N-{3-bromo-5-chloro-2-iodofuro[3,2-b]pyridin-7-yl}-N-(thiophen-2-ylmethyl)carbamate